tert-butyl (2-(4-(4-((4-amino-2-butyl-1H-imidazo[4,5-d]thieno[3,2-b]pyridin-1-yl)methyl)benzyl)piperazin-1-yl)ethyl)carbamate NC1=C2C(=C3C(=N1)C=CS3)N(C(=N2)CCCC)CC2=CC=C(CN3CCN(CC3)CCNC(OC(C)(C)C)=O)C=C2